5-(chloromethyl)-1,3-dihydro-2-benzofuran ClCC1=CC2=C(COC2)C=C1